1-phenyl-cyclobutanecarboxylic acid C1(=CC=CC=C1)C1(CCC1)C(=O)O